p-phenylene oxide C12=CC=C(C=C1)O2